FC1=C(C=C(C=C1)CC(=O)O)[N+](=O)[O-] (4-fluoro-3-nitro-phenyl)-acetic acid